N(C(=N)N)CCCC(C(NCCCCCCCCCCC)=O)NC(CCCCCCC)=O N-(5-guanidino-1-oxo-1-(undecylamino)pentan-2-yl)octanamide